C[Si](C=C)(C=C)CN1C(C2=CC=CC=C2C1=O)=O 2-((methyldivinylsilyl)methyl)isoindoline-1,3-dione